CC=1OC2=C(C1)C=C(C=C2)C(C)N 1-(2-methyl-benzofuran-5-yl)-ethylamine